tert-butyl (2R,3R)-2-(2-chloro-6-(4,4,5,5-tetramethyl-1,3,2-dioxaborolan-2-yl)pyridin-4-yl)-3-methylmorpholine-4-carboxylate ClC1=NC(=CC(=C1)[C@@H]1[C@H](N(CCO1)C(=O)OC(C)(C)C)C)B1OC(C(O1)(C)C)(C)C